(3S,4R)-1-[4-({5-ethoxy-8-[3-(methanesulfonyl-methyl)azetidin-1-yl]-2,7-naphthyridin-3-yl}amino)pyrimidin-2-yl]-3-fluoro-3-methyl-piperidin-4-ol C(C)OC1=C2C=C(N=CC2=C(N=C1)N1CC(C1)CS(=O)(=O)C)NC1=NC(=NC=C1)N1C[C@]([C@@H](CC1)O)(C)F